(2R)-4,4-dimethyl-2-[(1-methylpyrazol-4-yl)amino]pentan-1-ol CC(C[C@H](CO)NC=1C=NN(C1)C)(C)C